FC(C(F)(F)F)C1=CC=C(C=C1)C1=CC=C(C=C1)C(F)(F)F 4-(1,2,2,2-tetrafluoroethyl)-4'-(trifluoromethyl)-1,1'-biphenyl